OC1CCC(CC1)OC1=NC=CC(=N1)C1=CC=2C=NC(=CC2N1)NC(=O)C=1C=NN(C1)C N-(2-(2-((1r,4r)-4-hydroxycyclohexyloxy)pyrimidin-4-yl)-1H-pyrrolo[3,2-c]pyridin-6-yl)-1-methyl-1H-pyrazole-4-carboxamide